CC1=C(C=C(C=C1)NC(=O)N1C[C@@H](CC1)CC(F)(F)F)C1=CC(=NC(=C1)N1CCOCC1)NC1(COCC1)C (3S)-N-(4-methyl-3-(2-((3-methyltetrahydrofuran-3-yl)amino)-6-morpholinopyridin-4-yl)phenyl)-3-(2,2,2-trifluoroethyl)pyrrolidine-1-carboxamide